O1COC2=C1C=CC=C2CNCC2=CC(=NC=C2)C2=CC=CC=C2 N-(1,3-benzodioxol-4-ylmethyl)-1-(2-phenyl-4-pyridyl)methanamine